4-(2-cyano-3-oxo-but-1-en-1-yl)-3-methoxybenzonitrile C(#N)C(=CC1=C(C=C(C#N)C=C1)OC)C(C)=O